C(CCCCCCCCCC)(=O)ON1C(C=CC1=O)=O maleimidyl undecanoate